C(CCCCCCCCCCC)OS(=O)(=O)[O-].[Na+].N(C)CC(=O)OC(CCCCCCCCCCC)=O.[Na+].C(CCCCCCCCCCC)OS(=O)(=O)[O-] sodium lauroyl sarcosinate sodium dodecyl-sulfate